1-[4-[[4-(2-isopropylsulfonylanilino)-1H-pyrrolo[2,3-b]pyridin-6-yl]amino]-3-methoxy-phenyl]piperidin-4-ol C(C)(C)S(=O)(=O)C1=C(NC2=C3C(=NC(=C2)NC2=C(C=C(C=C2)N2CCC(CC2)O)OC)NC=C3)C=CC=C1